(Z)-1-(4-(2-aminoethyl)phenyl)-3-(3-(2-isopropyl-5-methylphenyl)-4-oxothiazolidin-2-ylidene)urea NCCC1=CC=C(C=C1)NC(=O)\N=C\1/SCC(N1C1=C(C=CC(=C1)C)C(C)C)=O